CC1=NN(C=C1)C1=CC2=C(C(=N1)N1CCOCC1)CCN2C(=O)OC(C)(C)C tert-butyl 6-(3-methyl-1H-pyrazol-1-yl)-4-morpholino-2,3-dihydro-1H-pyrrolo[3,2-c]pyridine-1-carboxylate